NC1=C(C=C(C=N1)NC(C(N1[C@H](CC[C@@H](C1)C)C=1C=CC2=CN(N=C2C1)C1CCN(CC1)C)=O)=O)CC |r| N-(6-amino-5-ethyl-3-pyridyl)-2-oxo-2-[Rac-(2R,5S)-5-methyl-2-[2-(1-methyl-4-piperidyl)Indazol-6-Yl]-1-piperidyl]acetamide